5-benzoyl-pyrrole-2-methanetricarboxylic acid C(C1=CC=CC=C1)(=O)C1=CC=C(N1)C(C(=O)O)(C(=O)O)C(=O)O